C(C)(C)(C)C=1C=C(C=CC1N1CCCC1)C=1C=C(C=CC1OCCO)C1=CC=CC=C1 3''-tert-butyl-4'-(2-hydroxyethoxy)-4''-pyrrolidin-1-yl-[1,1':3',1'']-terphenyl